BrC1=CC=C(C(=O)N(C)[C@H](CN2CC(C2)O)C(C)C)C=C1 (S)-4-Bromo-N-(1-(3-hydroxyazetidin-1-yl)-3-methylbutan-2-yl)-N-methylbenzamide